C[C@H]1CC[C@H](CN1)CO ((3R,6S)-6-methylpiperidin-3-yl)methanol